2-propyl-p-phenylenediamine C(CC)C1=C(C=CC(=C1)N)N